3-(4-fluorobenzyl)-1-(6H-isochromeno[3,4-c]pyridin-8-yl-6,6-d2)pyrrolidin-2-one-3-d FC1=CC=C(CC2(C(N(CC2)C=2C=CC3=C(C2)C(OC2=CN=CC=C23)([2H])[2H])=O)[2H])C=C1